N-(2,4-Difluorobenzoyl)-2-(5-fluoropyridin-2-yl)hydrazincarboxamid FC1=C(C(=O)NC(=O)NNC2=NC=C(C=C2)F)C=CC(=C1)F